N-(2,3-dihydro-1H-inden-5-yl)-5-(5-(trifluoromethyl)nicotinamido)-1,2,3-thiadiazole-4-carboxamide C1CCC2=CC(=CC=C12)NC(=O)C=1N=NSC1NC(C1=CN=CC(=C1)C(F)(F)F)=O